N-(4-fluorophenyl)-6-(3-methyl-1-butyn-1-yl)-1-((2-(trimethylsilyl)ethoxy)methyl)-1H-indazol-5-amine FC1=CC=C(C=C1)NC=1C=C2C=NN(C2=CC1C#CC(C)C)COCC[Si](C)(C)C